C(C)(=O)OC1C(OC(C(C1OC(C)=O)OC(C)=O)C(=O)OC)OC1=C(C=C(C=C1)CO)NC(=O)OCC=C 2-(2-(((allyloxy)carbonyl)amino)-4-(hydroxymethyl)phenoxy)-6-(methoxycarbonyl)tetrahydro-2H-pyran-3,4,5-triyl triacetate